The molecule is the conjugate acid of deacetoxyvindoline arising from protonation of the tertiary amino group; major species at pH 7.3. It is a conjugate acid of a deacetoxyvindoline. CC[C@]12C[C@@]([C@H]3[C@@]4([C@H]1[NH+](CC4)CC=C2)C5=C(N3C)C=C(C=C5)OC)(C(=O)OC)O